6-(pyridin-3-yl)-4-azaspiro[2.4]heptane-7-carbonitrile N1=CC(=CC=C1)C1CNC2(CC2)C1C#N